C(C)(C)(C)[Si](C)(C)Cl tert-butyl-chlorodimethyl-silane